ClC1=CC=C(C=C1)C1=C(CCC(C1)(C)C)CN1CC2(CN(C2)C(=O)C=2C(=C3CN(C(C3=CC2)=O)C2C(NC(CC2)=O)=O)F)C1 3-(5-(6-((4'-chloro-5,5-dimethyl-3,4,5,6-tetrahydro-[1,1'-biphenyl]-2-yl)methyl)-2,6-diazaspiro[3.3]heptane-2-carbonyl)-4-fluoro-1-oxoisoindolin-2-yl)piperidine-2,6-dione